BrC=1C(=CC2=C(OC3=C2C=CC=C3)C1)F 3-bromo-2-fluorodibenzo[b,d]furan